FNC1=C(C=CC=C1)S(=O)(=O)O fluoroaminobenzenesulfonic acid